ClC1=NN2C(C3=CC=C(C=C13)F)=NN=N2 6-chloro-8-fluoro-tetrazolo[5,1-a]phthalazine